(3R,4R)-1-Methyl-4-[1-Methyl-5-(Trifluoromethyl)Pyrazol-3-Yl]-2-Oxo-Pyrrolidine-3-Carboxylic Acid CN1C([C@@H]([C@H](C1)C1=NN(C(=C1)C(F)(F)F)C)C(=O)O)=O